C[C@H]1CN(CCN1C=1C=C(C=CC1)C)C(=O)C1=CC(=C(C=C1)SCC(=O)OCC)[N+](=O)[O-] Ethyl (S)-2-((4-(3-methyl-4-(m-tolyl)piperazine-1-carbonyl)-2-nitrophenyl)thio)acetate